germinal fluorine [F].[Ge]1(=CC=CC=C1)C=O